ClC1=C(C=CC=C1)[C@@H](C)N(C(O)=O)C=1C(=NOC1C1=NC(=C(C=C1)N=C(C1=CC=CC=C1)C1=CC=CC=C1)C)C.CC1(CN(CC(N1)(C)C)C1=CC=CN=N1)C 6-(3,3,5,5-tetramethylpiperazin-1-yl)pyridazine (R)-1-(2-chlorophenyl)ethyl-(5-(5-((diphenylmethylene)amino)-6-methylpyridin-2-yl)-3-methylisoxazol-4-yl)carbamate